dimethyl 2,5-dioxohex-3-ynedioate O=C(C(=O)OC)C#CC(C(=O)OC)=O